FC(C(=O)N[C@H](C)C1C2C(C=C(N2C1=O)C(=O)O)C)F 6-((R)-1-(2,2-difluoroacetamido)ethyl)-4-methyl-7-oxo-1-azabicyclo[3.2.0]hept-2-ene-2-carboxylic acid